FC(C1=CC=CC(=N1)OCC1CCC12CCN(CC2)C(=O)OC(C)(C)C)(F)F tert-butyl 1-({[6-(trifluoromethyl)pyridin-2-yl]oxy}methyl)-7-azaspiro[3.5]nonane-7-carboxylate